C(C1=CC=CC=C1)OC1=CC=C(C=C1)CCCCO 4-(4-(benzyloxy)phenyl)butan-1-ol